C(OCCN1C=NC=2C1=NC(=CC2N2CCOCC2)N2N=C(C=C2)C2=CC(=CC=C2)OC)([2H])([2H])[2H] 4-(3-(2-(methoxy-d3)ethyl)-5-(3-(3-methoxyphenyl)-1H-pyrazol-1-yl)-3H-imidazo[4,5-b]pyridin-7-yl)morpholine